COC1=CC=CC2=C1OC=1CN(CCC12)CC[C@@H]1CC[C@H](CC1)NC(N(C)C)=O 3-(trans-4-(2-(8-methoxy-3,4-dihydrobenzofuro[2,3-c]pyridin-2(1H)-yl)ethyl)cyclohexyl)-1,1-dimethylurea